1,3-Bis(diphenylphosphino)propan tert-butyl-3-(aminomethyl)-3-cyclopropylpyrrolidine-1-carboxylate C(C)(C)(C)OC(=O)N1CC(CC1)(C1CC1)CN.C1(=CC=CC=C1)P(CCCP(C1=CC=CC=C1)C1=CC=CC=C1)C1=CC=CC=C1